COC1=C(C=O)C=CC(=C1)CN1C(CCC1)=O 2-methoxy-4-[(2-oxopyrrolidin-1-yl)methyl]benzaldehyde